C(C1C=CCC=C1)(=O)O 1,4-DIHYDROBENZOIC ACID